C(C)(C)C1=C(C(=CC=C1)C(C)C)CC(=O)O 2-(2,6-diisopropylphenyl)acetic acid